tert-butyl-7-[4-fluoro-5-([8-fluoro-2-methylimidazo[1,2-a]pyridin-6-yl]carbamoyl)thiophen-2-yl]-4,7-diazaspiro[2.5]octane-4-carboxylate C(C)(C)(C)OC(=O)N1C2(CC2)CN(CC1)C=1SC(=C(C1)F)C(NC=1C=C(C=2N(C1)C=C(N2)C)F)=O